COC(\C=C\CN1CCC2(CC1)CCNCC2)=O.FC=2C=C(C=NC2CN2C(=NC=1C=NC(=C(C12)C1=CC=CC=C1)OC)C)S(=O)(=O)N 5-fluoro-6-((6-methoxy-2-methyl-7-phenyl-1H-imidazo[4,5-c]pyridin-1-yl)methyl)pyridine-3-sulfonamide methyl-(E)-4-(3,9-diazaspiro[5.5]undec-3-yl)but-2-enoate